(R)-tert-butyl 4-(5-(3-cyano-4-isopropoxyphenyl)-1,2,4-oxadiazol-3-yl)-2,3-dihydro-1H-inden-1-ylcarbamate C(#N)C=1C=C(C=CC1OC(C)C)C1=NC(=NO1)C1=C2CC[C@H](C2=CC=C1)NC(OC(C)(C)C)=O